ClC1=CC=C2CC(C3(CCN(CC3)CCOC3=CC4=C(N(C=N4)C4CC(C4)(C)O)C(=C3)C(F)(F)F)C2=C1)O 6-chloro-1'-{2-[1-(3-hydroxy-3-methylcyclobutyl)-7-(trifluoromethyl)-1H-1,3-benzimidazol-5-yloxy]ethyl}spiro[indan-1,4'-piperidin]-2-ol